C(CCCCCCCCCCC)(=O)O[C@@H]1[C@@](O[C@H](C1)N1C2=NC(=NC(=C2N=C1)N)F)(C#C)COC(CCCCCCCCCCC)=O (2R,3S,5R)-5-(6-amino-2-fluoro-9H-purin-9-yl)-2-((dodecanoyloxy) methyl)-2-ethynyltetra-hydrofuran-3-yl dodecanoate